ClC1=CC=C2C(=N1)C(=C(S2)C)C2=CC=NC=C2 5-chloro-2-methyl-3-(pyridin-4-yl)thieno[3,2-b]pyridine